tert-butyl (2-(3-(4-amino-2-(6-methyl-7-oxo-6,7-dihydro-1H-pyrrolo[2,3-c]pyridin-4-yl)phenoxy)phenoxy)ethyl)(methyl)carbamate NC1=CC(=C(OC=2C=C(OCCN(C(OC(C)(C)C)=O)C)C=CC2)C=C1)C=1C2=C(C(N(C1)C)=O)NC=C2